C[C@H]1CN(CCN1C1COC1)C=1C=C(C(=NC1)C(F)(F)F)NC(C1=NC(=CC=C1)C=1C=NNC1)=O (S)-N-(5-(3-methyl-4-(oxetan-3-yl)piperazin-1-yl)-2-(trifluoromethyl)pyridin-3-yl)-6-(1H-pyrazol-4-yl)picolinamide